1-(4,4'-Dimethoxytrityloxy)-propanediol COC1=CC=C(C(C2=CC=C(C=C2)OC)(C2=CC=CC=C2)OC(CC)(O)O)C=C1